BrC1=C(C=NC=C1)P(=O)(OCCC)O 4-bromo-3-(propylphosphono)pyridine